N-(3-fluoro-4-((4-(4-(trifluoromethyl)piperidin-1-yl)phenyl)amino)benzyl)-5-oxopyrrolidine-3-carboxamide FC=1C=C(CNC(=O)C2CNC(C2)=O)C=CC1NC1=CC=C(C=C1)N1CCC(CC1)C(F)(F)F